tert-butylpropyldimethoxysilane C(C)(C)(C)[Si](OC)(OC)CCC